C(=C)[SiH]([Si](C)(C)C)C vinyl-tetramethyldisilane